C(C1=CC=CC=C1)N1N=C(C(=C1)C1=C(C(=NC=N1)N)C1=CC=C(C=C1)Cl)C 6-(1-Benzyl-3-methyl-1H-pyrazol-4-yl)-5-(p-chlorophenyl)-4-pyrimidinylamine